[K].S(=O)(=O)=C1CC=CC=C1 o-sulfonyl-benzene potassium